FC1=CC=C(C(=O)N2CCN(C3=CC=CC=C23)C(=O)NCC2CNCC2)C=C1 4-(4-fluorobenzoyl)-N-(pyrrolidin-3-ylmethyl)-3,4-dihydroquinoxaline-1(2H)-carboxamide